CC=1C=C(C=C(C1)C)C 5-methylm-xylene